7-((2S,5R)-2,5-diethyl-4-(1-(2-methylquinoxalin-6-yl)ethyl)piperazin-1-yl)-4-methyl-2,4-dihydro-5H-pyrazolo[4,3-b]pyridin-5-one C(C)[C@@H]1N(C[C@H](N(C1)C(C)C=1C=C2N=CC(=NC2=CC1)C)CC)C=1C=2C(N(C(C1)=O)C)=CNN2